C(C1=CC=CC=C1)OC=1C=C(C(=NC1)[C@H](C)OC)C=1N(C2=CC=C(C=C2C1CC(CO)(C)C)Br)CC (Sa)-3-(2-(5-(benzyloxy)-2-((1S)-1-methoxyethyl)pyridin-3-yl)-5-bromo-1-ethylindol-3-yl)-2,2-dimethylpropan-1-ol